3-((6-(trifluoromethyl)nicotinamido)methyl)-4,5-dihydroisoxazole FC(C1=NC=C(C(=O)NCC2=NOCC2)C=C1)(F)F